S1C2=C(C=C1)C(=CC=C2)N2CCN(CC2)CCCCOC2=CC=C1C(CC(N(C1=C2)COC(C2=CC=CC=C2)=O)=O)(C)C Benzoic acid 7-[4-(4-benzo[b]thiophen-4-ylpiperazin-1-yl)butoxy]-4,4-dimethyl-2-oxo-3,4-dihydro-2H-quinolin-1-ylmethyl ester